ClC1=C(CC2=C(N)C=CC=C2F)C=CC=C1 2-(2-chlorobenzyl)-3-fluoroaniline